[I-].C(CCCCCCC)[N+](C)(C)C N-octyl-N,N,N-trimethyl-ammonium iodide